benzyl 4-((4-((tert-butoxycarbonyl)amino)benzyl)(methyl)amino)piperidine-1-carboxylate C(C)(C)(C)OC(=O)NC1=CC=C(CN(C2CCN(CC2)C(=O)OCC2=CC=CC=C2)C)C=C1